C(C)(C)(C)OC(=O)NC(C(N1CCNCC1)=O)C1CCN(CC1)C(=O)OC(C)(C)C tert-butyl 4-{1-[(tert-butoxycarbonyl)amino]-2-oxo-2-(piperazin-1-yl)ethyl}piperidine-1-carboxylate